O=C1CN(CCN1)C(=O)OCCN1C=C(C=2C1=NC=CC2CN2C(N(CCC2)C2=CC(=C(C=C2)OC)OCCCCC)=O)Cl 2-(3-chloro-4-((3-(4-methoxy-3-(pentyloxy)phenyl)-2-oxotetrahydropyrimidin-1(2H)-yl)methyl)-1H-pyrrolo[2,3-b]pyridin-1-yl)ethyl 3-oxopiperazine-1-carboxylate